2-Methyl-1-phenylpropan-2-yl-(E)-3-(4-methoxyphenyl)acrylat CC(CC1=CC=CC=C1)(C)OC(\C=C\C1=CC=C(C=C1)OC)=O